1-(2-(4-fluoro-2-methoxy-5-nitrophenylamino)pyrimidin-4-yl)-1H-benzo[d]imidazol-2(3H)-one p-toluenesulfonate CC1=CC=C(C=C1)S(=O)(=O)O.FC1=CC(=C(C=C1[N+](=O)[O-])NC1=NC=CC(=N1)N1C(NC2=C1C=CC=C2)=O)OC